indolepropionic acid C1=CC=C2C(=C1)C(=CN2)CCC(=O)O